bismethoxy-ethylamine CON(CC)OC